CO\N=C(\C)/NC(C1=CC=C(C=C1)C1=NOC(=N1)C(F)(F)F)=O N-[(Z)-N-methoxy-C-methyl-carboimidoyl]-4-[5-(trifluoromethyl)-1,2,4-oxadiazol-3-yl]benzamide